ClC=1SC=2C(=NC(=C(N2)C2=CC3=CN(N=C3C=C2)C)OC)N1 2-chloro-5-methoxy-6-(2-methyl-2H-indazol-5-yl)thiazolo[4,5-b]pyrazine